7-[(R)-1-acryloyl-3-(3-chloro-2-tolyl)-3-pyrrolidinylamino]-3-quinolinecarbonitrile C(C=C)(=O)N1C[C@@](CC1)(C1=C(C=CC=C1Cl)C)NC1=CC=C2C=C(C=NC2=C1)C#N